C(C)N(CCNC(C(CCSCCC(=O)OCCCCCCCCCCCCC)NC(C(CCCCCCCC)CCCCCC)=O)=O)CC tridecyl 3-((4-((2-(diethylamino)ethyl)amino)-3-(2-hexyldecanamido)-4-oxobutyl)thio)propanoate